C1(=CC=CC=C1)C=1SC=C(N1)CNCCCCCC N-[(2-phenylthiazol-4-yl)methyl]N-hexylamine